C(CCCCOC1=CC(=C(C=C1OC)C(=O)N1CC2(CC2)C[C@@H]1CCC(=O)[O-])[N+](=O)[O-])OC1=CC(=C(C=C1OC)C(=O)N1CC2(CC2)C[C@@H]1CCC(=O)[O-])[N+](=O)[O-] Pentan-1,5-diylbis[oxy (5-methoxy-2-nitrobenzen-4,1-diyl)carbonyl (6S)-5-azaspiro[2.4]heptan-5,6-diylmethanediyl]diacetate